C(C=C)OC1=C(C=CC=C1)C#CC=1C=C(C=CC1)C 1-(allyloxy)-2-(m-tolylethynyl)benzene